[4-{5-((1-methyl-3-(pyridin-2-yl)-1H-pyrazol-4-yl)carbamoyl)furan-2-yl}-1H-pyrazol-1-yl]sodium methyl-phosphate COP(=O)(O)O.CN1N=C(C(=C1)NC(=O)C1=CC=C(O1)C=1C=NN(C1)[Na])C1=NC=CC=C1